((2-methoxyphenyl)ethynyl)-5-methyl-2-phenyl-3-(piperidin-1-yl)pyrazolo[1,5-a]pyrimidin-7(4H)-one COC1=C(C=CC=C1)C#CN1C=2N(C(C=C1C)=O)N=C(C2N2CCCCC2)C2=CC=CC=C2